5-carbamoylpyridine-3-thiolate C(N)(=O)C=1C=C(C=NC1)[S-]